2-(Bicyclo[1.1.1]pentan-1-yl)-N-(7-(3-(7-(4-(2-hydroxyethyl)piperazin-1-yl)-2-methyl-3-phenylpyrazolo[1,5-a]pyrimidin-5-yl)phenyl)heptyl)acetamide C12(CC(C1)C2)CC(=O)NCCCCCCCC2=CC(=CC=C2)C2=NC=1N(C(=C2)N2CCN(CC2)CCO)N=C(C1C1=CC=CC=C1)C